C(C)N(CCNC(C(CCSCCC(=O)OCCCCCCCC(C)C)NC(C(CCCCCCCC)CCCCCC)=O)=O)CC 8-methylnonyl 3-((4-((2-(diethylamino)ethyl)amino)-3-(2-hexyldecanamido)-4-oxobutyl)thio)propanoate